ClC(=O)S(=O)(=O)Cl Chloro(chlorosulfonyl)methanone